C(C)(=O)N1CCC(CC1)[C@@H](C)N1N=CC(=C1C(=O)NC1=NC=C(C=C1C)C#CC1=CC=CC=C1)Cl 1-[(1R)-1-(1-acetylpiperidin-4-yl)ethyl]-4-chloro-N-[3-methyl-5-(phenylethynyl)pyridin-2-yl]-1H-pyrazole-5-carboxamide